N,N-dibutylpropionamide C(CCC)N(C(CC)=O)CCCC